N-carbobenzoxy-O-tertiary butyl-L-seryl-O-tertiary butyl-L-serine C(=O)(OCC1=CC=CC=C1)N[C@@H](COC(C)(C)C)C(=O)N[C@@H](COC(C)(C)C)C(=O)O